C(C1=CC=CC=C1)C1=C(N(CCN2CCOCC2)C)C=CC(=C1)C 2-Benzyl-N,4-dimethyl-N-(2-morpholinoethyl)aniline